C(OCC1(CCC1)CC)(OC1=CC=C(C=C1)[N+](=O)[O-])=O (1-ethylcyclobutyl)methyl (4-nitrophenyl) carbonate